1-[3-acetyl-6-[6-[methyl-(6-methylpyridazin-3-yl)amino]imidazo[4,5-c]pyridin-3-yl]-2-pyridyl]-5-methyl-pyrazole-3-carbonitrile C(C)(=O)C=1C(=NC(=CC1)N1C=NC2=C1C=NC(=C2)N(C=2N=NC(=CC2)C)C)N2N=C(C=C2C)C#N